BrC1=CC=C(C=C1)S(=O)(=O)O.[N+](=O)([O-])C1=CC=C(C=C1)CCCN 4-nitrophenylpropylamine p-bromobenzenesulfonate